[C@H]1([C@H](CCC1)N)N (1S,2S)-cyclopentane-1,2-diamine